6,10-methano-6H-pyrazino[2,3-h][3]benzazepine N1=CC=NC2=CC3=C(C4=CN=CC3C4)C=C21